1,1''-Bis(4-methylbenzyl)dispiro[indoline-3,2'-benzofuran-3',3''-indoline]-2,2''-dione CC1=CC=C(CN2C(C3(OC4=C(C=CC=C4)C34C(N(C3=CC=CC=C43)CC4=CC=C(C=C4)C)=O)C4=CC=CC=C24)=O)C=C1